[2-(2-amino-4-methoxypyrimidin-5-yl)ethynyl]-4-(difluoromethoxy)-N-[(1S,2S,4S)-2-hydroxy-4-(trifluoromethoxy)cyclopentyl]benzamide NC1=NC=C(C(=N1)OC)C#CC1=C(C(=O)N[C@@H]2[C@H](C[C@H](C2)OC(F)(F)F)O)C=CC(=C1)OC(F)F